1-(4-ethylphenyl)-1-propanone C(C)C1=CC=C(C=C1)C(CC)=O